CC1=C(N=NC(=C1C)C1=CC=NN1C)N1CCC(CC1)N 1-(4,5-dimethyl-6-(1-methyl-1H-pyrazol-5-yl)pyridazin-3-yl)piperidin-4-amine